COC(=O)[C@@H]1C[C@H](CCC1)OC=1C(=NC(=CC1)C=1N=NN(C1CNC1=NOC(=N1)C1CC1)C)C1CC1 (1S,3S)-3-((2-cyclopropyl-6-(5-(((5-cyclopropyl-1,2,4-oxadiazol-3-yl)amino)methyl)-1-Methyl-1H-1,2,3-triazol-4-yl)pyridin-3-yl)oxy)cyclohexane-1-carboxylic acid methyl ester